tridecafluorooctyl-methyl-diisopropyloxysilane FC(C(C(C(C(F)(F)[Si](OC(C)C)(OC(C)C)C)(F)F)(F)F)(F)F)(CCC(F)(F)F)F